B(O)(O)O.[Li+].[O-2].[Li+] lithium oxide lithium borate